(3-(3-((2-chloro-3-(trifluoromethyl)benzyl)(2,2-diphenylethyl)amino)propoxy)phenyl)acetic acid ClC1=C(CN(CCCOC=2C=C(C=CC2)CC(=O)O)CC(C2=CC=CC=C2)C2=CC=CC=C2)C=CC=C1C(F)(F)F